C1=CC=CC=2C3=CC=CC=C3C(C12)COC(=O)N[C@H](C(=O)OC(C)C)CCC(C=[N+]=[N-])=O Isopropyl (S)-2-((((9H-fluoren-9-yl) methoxy) carbonyl) amino)-6-diazo-5-oxohexanoate